isopropyl 2-((5-acrylamido-4-((2R,4S)-2-((dimethylamino)methyl)-4-fluoropyrrolidin-1-yl)-2-methoxyphenyl)amino)-4-(3,3-dimethylindolin-1-yl)pyrimidine-5-carboxylate C(C=C)(=O)NC=1C(=CC(=C(C1)NC1=NC=C(C(=N1)N1CC(C2=CC=CC=C12)(C)C)C(=O)OC(C)C)OC)N1[C@H](C[C@@H](C1)F)CN(C)C